CCCCCCCCCCCCCCCCCCCC(=O)OC[C@H](COP(=O)(O)OC[C@@H](C(=O)O)N)OC(=O)CCCCCCC/C=C\C/C=C\CCCCC 1-eicosanoyl-2-(9Z,12Z-octadecadienoyl)-glycero-3-phosphoserine